ClC1=C(C(=O)N2COC3=C(C2)C=CC=C3C3=CC(=C(C(=O)O)C=C3F)N3CCOCC3)C(=CC(=C1)N1CCN(CC1)C(=O)OC(C)(C)C)Cl 4-[3-[2,6-Dichloro-4-[4-[(2-methylpropan-2-yl)oxycarbonyl]piperazin-1-yl]benzoyl]-2,4-dihydro-1,3-benzoxazin-8-yl]-5-fluoro-2-morpholin-4-ylbenzoic acid